1,3,5-tris[4-amino(1,1-biphenyl-4-yl)]benzene lanthanum [La].NC1(CC=C(C=C1)C1=CC=CC=C1)C1=CC(=CC(=C1)C1(CC=C(C=C1)C1=CC=CC=C1)N)C1(CC=C(C=C1)C1=CC=CC=C1)N